N1C(=CC=2C1=NC=CC2)C(=O)N2CCN(CC2)C(=O)C2=CC=C(C=C2)OC (4-(1H-pyrrolo[2,3-b]pyridine-2-carbonyl)piperazin-1-yl)(4-methoxyphenyl)methanone